1-((3,3-Difluoro-1-methylcyclobutyl)methyl)-3-(2-fluoropropan-2-yl)-4-(trifluoromethyl)-1H-pyrazole-5-carboxamide FC1(CC(C1)(C)CN1N=C(C(=C1C(=O)N)C(F)(F)F)C(C)(C)F)F